4-cis-diaminocyclohexane NC1(CCCCC1)N